N-(5-((4-([1,1'-biphenyl]-3-yl)-5-chloropyrimidin-2-yl)amino)pyridin-3-yl)-10-aminodecanamide C1(=CC(=CC=C1)C1=NC(=NC=C1Cl)NC=1C=C(C=NC1)NC(CCCCCCCCCN)=O)C1=CC=CC=C1